3,5-dibromo-2,4,6-trifluorobenzonitrile BrC=1C(=C(C#N)C(=C(C1F)Br)F)F